CC=1CC2=C(C(=C(C=C2C1)C(C)(C)C)OC)C1=CC=C(C=C1)C(C)(C)C 2-methyl-5-tert-butyl-6-methoxy-7-(4-tert-butylphenyl)-1H-indene